ClC=1C=C(C(=O)OC)C=CN1 methyl 2-chloro-isonicotinate